C(=O)(OCC1C2=CC=CC=C2C2=CC=CC=C12)NC([C@@H](N)COC(C)=O)=O N-Fmoc-O-acetylserine amide